C(C)OC(=O)C1=NOC(C1C)=O 4-methyl-5-oxo-4,5-dihydroisoxazole-3-carboxylic acid ethyl ester